(3S)-3-amino-N-cyclopropyl-2-hydroxy-4-(2-oxopyrrolidin-1-yl)butyramide hydrochloride Cl.N[C@H](C(C(=O)NC1CC1)O)CN1C(CCC1)=O